butyl (S)-2-acetylazetidine-1-carboxylate C(C)(=O)[C@H]1N(CC1)C(=O)OCCCC